FC=1C=C(C(=NC1)C1=CC(=CN1C)C(=O)O)OCC1=CC(=CC(=C1)C(C)(C)O)F 5-(5-fluoro-3-{[3-fluoro-5-(2-hydroxypropan-2-yl)phenyl]methoxy}pyridin-2-yl)-1-methylpyrrole-3-carboxylic acid